3-fluoro-N-(4-(1-(2-methyl-2-(methylsulfonamido)propanoyl)piperidin-4-yl)phenyl)-5,7-dihydro-6H-pyrrolo[3,4-b]pyridine-6-carboxamide FC=1C=C2C(=NC1)CN(C2)C(=O)NC2=CC=C(C=C2)C2CCN(CC2)C(C(C)(NS(=O)(=O)C)C)=O